FC(C(C(F)(F)F)C(F)(F)F)(F)F 2-trifluoromethyl-1,1,1,3,3,3-hexafluoropropane